C(CCCCC)C(C(=O)OCCCCCCCCN(CCCOC(NCCN(C)C)=O)CCCCCCCOC(CCCCCCCCC)=O)CCCCCCCC 11-(7-(decanoyloxy) heptyl)-2-methyl-6-oxo-7-oxa-2,5,11-triazanonadecan-19-yl 2-hexyldecanoate